1-(4-Nitro-phenyl)pseudouridine [N+](=O)([O-])C1=CC=C(C=C1)N1C=C([C@H]2[C@H](O)[C@H](O)[C@@H](CO)O2)C(NC1=O)=O